FC(C(O)C1=CC=C(C=C1)NC(=O)C1=CC=C2CCN(C2=C1)S(=O)(=O)C1=C(C=CC(=C1)Cl)OC)(F)F 1-(5-Chloro-2-methoxy-benzenesulfonyl)-2,3-dihydro-1H-indole-6-carboxylic acid [4-(2,2,2-trifluoro-1-hydroxy-ethyl)-phenyl]-amide